(5-((3-cyano-5-fluoropyridin-2-yl)oxy)pyridin-2-yl)-2-((s)-4,4-difluoro-3-(6-oxo-1,6-dihydropyridin-3-yl)piperidin-1-yl)propanamide C(#N)C=1C(=NC=C(C1)F)OC=1C=CC(=NC1)C(C(=O)N)(C)N1C[C@@H](C(CC1)(F)F)C1=CNC(C=C1)=O